1-aminocyclobutane-1-carboxylic acid NC1(CCC1)C(=O)O